C(C1=CC=CC=C1)NC([C@H](CC)OC1=CC(=C(C=C1)F)C(F)(F)F)=O (S)-N-benzyl-2-(4-fluoro-3-trifluoromethylphenoxy)-butyramide